ClC=1C=NC(=NC1)CN1C(=NC(=C1)C=O)C=1SC(=CC1)Cl 1-[(5-chloropyrimidin-2-yl)methyl]-2-(5-chloro-2-thienyl)imidazole-4-carbaldehyde